C1(CC1)S(=O)(=O)NC=1SC=C(N1)CNC(C1=C(C=C(C=C1)C1=NC(=CN=C1)C(F)(F)F)F)=O N-((2-(cyclopropanesulfonylamino)thiazol-4-yl)methyl)-2-fluoro-4-(6-(trifluoromethyl)pyrazin-2-yl)benzamide